N1C=NC2=C1C=CC(=C2)NC(CN)C2=C(C(=C(C=C2)C2=CSC(=C2)C)F)F N1-(1H-benzoimidazol-5-yl)-1-[2,3-difluoro-4-(5-methylthiophen-3-yl)phenyl]ethane-1,2-diamine